CC(CCC)[AsH2] mono-1-methylbutylarsine